C(C=C)(=O)ON1C(C=2C(C1=O)=CC=CC2)=O N-(Acryloyloxy)phthalimid